C(#N)C=1NC2=C(C=C(C=C2C1)C)S(=O)(=O)N(C)CC(=O)NC=1N=C2N(C(C1)=O)CCCC2 2-(2-cyano-N,5-dimethyl-1H-indole-7-sulfonamido)-N-(4-oxo-6,7,8,9-tetrahydro-4H-pyrido[1,2-a]pyrimidin-2-yl)acetamide